FC(C(=O)O)(F)F.CS(=O)(=O)C1=CC=C(C=C1)[C@@H]1CC[C@H](CC1)SC=1N=NNC1C(=O)O 4-(((trans)-4-(4-(methylsulfonyl)phenyl)cyclohexyl)thio)-1H-1,2,3-triazole-5-carboxylic acid 2,2,2-trifluoroacetate